(2R,3R)-3-amino-2-(3-fluorobenzyl)-2-methylcyclopentan-1-one hydrochloride Cl.N[C@H]1[C@@](C(CC1)=O)(C)CC1=CC(=CC=C1)F